3-(5-(4-((3-(methyl(phenyl)amino)azetidin-1-yl)methyl)pyridin-2-yl)-1-oxoisoindolin-2-yl)piperidine-2,6-dione CN(C1CN(C1)CC1=CC(=NC=C1)C=1C=C2CN(C(C2=CC1)=O)C1C(NC(CC1)=O)=O)C1=CC=CC=C1